C(CCC)OP(=O)(OCCCC)[O-] din-butylphosphate